BrC=1C(=C(CNCCCNC2=CC(C3=C(N2)C=CS3)=O)C=C(C1)SC)OCCCC=1C=NC=CC1 5-{3-[3-bromo-5-methylsulfanyl-2-(3-pyridin-3-yl-propoxy)-benzylamino]-propylamino}-4H-thieno[3,2-b]pyridin-7-one